3-((3-Exo)-3-((6-((5-methyl-1H-pyrazol-3-yl)amino)-[1,2,4]triazolo[4,3-a]pyrazin-8-yl)amino)-8-azabicyclo[3.2.1]oct-8-yl)propionitrile CC1=CC(=NN1)NC=1N=C(C=2N(C1)C=NN2)NC2CC1CCC(C2)N1CCC#N